C1=CC=C2N=C3C=CC=CC3=C21 cyclopenta[b]indole